C(=O)(OC(C)(C)C)N[C@@H](C1=CC=CC=C1)CCOC1=CC=CC2=CC=CC=C12 Boc-(R)-alpha-[2-(1-naphthoxy)ethyl]benzylamine